COCCOCCO 2-[2-(methoxy)ethoxy]ethanol